3-(4-(6-(difluoromethoxy)-4-methylpyridin-3-yl)phenyl)-N-(4-fluorophenyl)oxetan-3-carboxamide FC(OC1=CC(=C(C=N1)C1=CC=C(C=C1)C1(COC1)C(=O)NC1=CC=C(C=C1)F)C)F